C(C)(=O)N1CCN(CC1)C=1C=C(C=NC1)CC(=O)NC(C=1OC(=CC1)C)C1=C(C=C(C=C1)C)N1CCCCC1 2-[5-(4-Acetylpiperazin-1-yl)pyridin-3-yl]-N-{[4-Methyl-2-(piperidin-1-yl)phenyl](5-methylfuran-2-yl)methyl}-acetamid